BrC1=CC(=C(C(=N1)Cl)O)F 6-bromo-chloro-4-fluoropyridin-3-ol